6-[(14S)-8-tert-butyl-12,12-dimethyl-2,2,4-trioxo-2λ6-thia-3,9,11,18,23-pentaazatetracyclo[17.3.1.111,14.05,10]tetracosa-1(23),5(10),6,8,19,21-hexaen-17-yl]pyridine-3-carbonitrile C(C)(C)(C)C=1C=CC=2C(NS(C=3C=CC=C(NC(CC[C@H]4CC(N(C2N1)C4)(C)C)C4=CC=C(C=N4)C#N)N3)(=O)=O)=O